ClC1=C2C(=CN=C1)NC(=C2)C(=O)N[C@@H]2[C@H]([C@H]1C([C@@H](C2)C1)(C)C)C 4-chloro-N-[(1S,2S,3S,5R)-2,6,6-trimethylnorpinan-3-yl]-1H-pyrrolo[2,3-c]Pyridine-2-carboxamide